C1(CC1)[C@H]1O[C@@H](CNC1)CO trans-(6-cyclopropylmorpholin-2-yl)methanol